C(C)C1=CC=C(C=C1)CC=CSC1=NC2=C(N1)C=C(C=C2)C 1-(4-ethylphenyl)-3-[(6-methyl-1H-benzimidazol-2-yl)sulfanyl]prop-2-en